1-(2,4,6-trimethoxyphenyl)-3-(3',4'-dimethoxyphenyl)-1-propanol COC1=C(C(=CC(=C1)OC)OC)C(CCC1=CC(=C(C=C1)OC)OC)O